nitrate nitrogen [N+3].[N+](=O)([O-])[O-].[N+](=O)([O-])[O-].[N+](=O)([O-])[O-]